1-(α,4-diphenylbenzyl)imidazole C1(=CC=CC=C1)C(C1=CC=C(C=C1)C1=CC=CC=C1)N1C=NC=C1